FC(C=1C=CC(=C(C1)NC(=O)N1C[C@](CC1)(C1=NC=NS1)C1=CC(=C(C=C1)C)F)OC1CN(C1)C(=O)N1CCC(CC1)(F)F)F (R)-N-(5-(difluoromethyl)-2-((1-(4,4-difluoropiperidine-1-carbonyl)azetidin-3-yl)oxy)phenyl)-3-(3-fluoro-4-methylphenyl)-3-(1,2,4-thiadiazol-5-yl)pyrrolidine-1-carboxamide